CC(C)(CCC(C)(O)C)O 2,5-di-methyl-2,5-hexanediol